5-(3,5-bis(trifluoromethyl)phenyl)-3-(1-(1-(pyrimidin-2-yl)1H-1,2,4-triazol-5-yl)ethyl)-1,2,4-oxadiazole FC(C=1C=C(C=C(C1)C(F)(F)F)C1=NC(=NO1)C(C)C1=NC=NN1C1=NC=CC=N1)(F)F